tert-Butyl (4-oxocycloheptyl)carbamate O=C1CCC(CCC1)NC(OC(C)(C)C)=O